2-methyl-6-[(3S)-1-methyl-3-(trifluoromethyl)pyrrolidin-3-yl]Pyrido[3,4-d]Pyridazine-1,7-dione CN1N=CC=2C(C1=O)=CC(N(C2)[C@@]2(CN(CC2)C)C(F)(F)F)=O